benzyl (7-amino-5-((3S)-2-((R)-2-amino-3-cyclohexylpropanoyl)-2-azabicyclo[2.2.1]heptane-3-carboxamido)-6-hydroxy-7-oxoheptyl)carbamate hydrochloride Cl.NC(C(C(CCCCNC(OCC1=CC=CC=C1)=O)NC(=O)[C@H]1N(C2CCC1C2)C([C@@H](CC2CCCCC2)N)=O)O)=O